2-(2-(4-(3-carbamoylpiperidin-1-yl)-3-(1-(2,2,2-trifluoroethyl)-1H-indazole-3-carboxamido)benzamido)-5-fluorophenyl)acetic acid C(N)(=O)C1CN(CCC1)C1=C(C=C(C(=O)NC2=C(C=C(C=C2)F)CC(=O)O)C=C1)NC(=O)C1=NN(C2=CC=CC=C12)CC(F)(F)F